4-((4-(7-ethyl-[1,2,4]triazolo[1,5-a]pyridin-6-yl)piperidin-1-yl)sulfonyl)-1-methyl-1H-pyrazole-5-carbonitrile C(C)C1=CC=2N(C=C1C1CCN(CC1)S(=O)(=O)C=1C=NN(C1C#N)C)N=CN2